ClC=1C(N(C(=CC1OC(C)C1=NC=C(C=C1F)F)C)C1=CC(=NC=C1C)C1=NC(=NC=C1)C(C(=O)N)(C)C)=O 2-(4-(3-chloro-4-(1-(3,5-difluoropyridin-2-yl)ethoxy)-5',6-dimethyl-2-oxo-2H-[1,4'-bipyridin]-2'-yl)pyrimidin-2-yl)-2-methylpropanamide